S(N)(=O)(=O)C=1C=C(NC2=NC=CC=N2)C=CC1 2-(3-sulfamoylanilino)pyrimidin